2-(benzenesulfonyl)benzene-1-sulfonamide C1(=CC=CC=C1)S(=O)(=O)C1=C(C=CC=C1)S(=O)(=O)N